1-(4-Dodecylbenzoyl)-1-hydroxy-1-methyl-ethane C(CCCCCCCCCCC)C1=CC=C(C(=O)C(C)(C)O)C=C1